(2S,2'S)-1,1'-((2-(((S)-2-hydroxydodecyl)(2-(4-(2-(((S)-2-hydroxydodecyl)((S)-2-hydroxydodecyl)amino)ethyl)piperazin-1-yl)ethyl)amino)ethyl)azanediyl)bis(dodecan-2-ol) O[C@H](CN(CCN(C[C@H](CCCCCCCCCC)O)C[C@H](CCCCCCCCCC)O)CCN1CCN(CC1)CCN(C[C@H](CCCCCCCCCC)O)C[C@H](CCCCCCCCCC)O)CCCCCCCCCC